CN1N=C2C(NC(C(=C2N[C@@H](C)C2=NC=CC=N2)C2=NC3=C(N2)C=C(C=C3)N3C[C@@H](OCC3)C(F)(F)F)=O)=C1 |o1:10,29| 2-Methyl-7-(((S*)-1-(pyrimidin-2-yl)ethyl)amino)-6-(6-((R*)-2-(trifluoromethyl)-morpholino)-1H-benzo[d]imidazol-2-yl)-2H-pyrazolo[4,3-b]pyridin-5(4H)-one